3-tertiary butyl-6-ethylthio-1,3,5-triazine-2,4(1H,3H)-dione C(C)(C)(C)N1C(NC(=NC1=O)SCC)=O